C(C)OC1=CC=C(C=C1)/C=C/C(=O)N(C1CSCC1)C1=CC=CC=C1 (E)-3-(4-ethoxyphenyl)-N-phenyl-N-tetrahydrothiophen-3-yl-prop-2-enamide